N(=[N+]=[N-])CCOCCOCCOCCOC[C@H]1OC[C@H]([C@@H]2[C@H]1OC(O2)(C)C)NC2=NC(=NC(=C2)OC)OC N-((3aR,4R,7R,7aR)-4-(13-azido-2,5,8,11-tetraoxatridecyl)-2,2-dimethyltetrahydro-4H-[1,3]dioxolo[4,5-c]pyran-7-yl)-2,6-dimethoxypyrimidin-4-amine